BrCC1=C(C=C(C=N1)C=1OC(=NN1)C(F)F)F 2-(6-(Bromomethyl)-5-fluoropyridin-3-yl)-5-(difluoromethyl)-1,3,4-oxadiazole